7-(8-Fluoro-3-hydroxynaphthalen-1-yl)-2-(((2R,7aS)-2-fluorohexahydro-1H-pyrrolizin-7a-yl)methoxy)-4-(3-hydroxy-3-methylpiperidin-1-yl)-6,7-dihydropyrido[3,4-d]pyrimidin-8(5H)-one FC=1C=CC=C2C=C(C=C(C12)N1C(C=2N=C(N=C(C2CC1)N1CC(CCC1)(C)O)OC[C@]12CCCN2C[C@@H](C1)F)=O)O